(4-bromophenyl)-3,3-dimethylbutyramide BrC1=CC=C(C=C1)C(C(=O)N)C(C)(C)C